COC1=C(NCC#CC=2N(C=3C=CC=C(C3C2)NC2CCN(CC2)C2CCOCC2)CC(F)(F)F)C=CC(=C1)S(=O)(=O)C [3-(2-methoxy-4-methylsulfonyl-anilino)prop-1-ynyl]-N-(1-tetrahydropyran-4-yl-4-piperidyl)-1-(2,2,2-trifluoroethyl)indol-4-amine